NC=1OC(C(C1C(S(=O)(=O)O)C1=CC=C(C=C1)F)=O)([2H])C1=CC=C(C=C1)C(F)(F)F.OCCOC=1C2=CC=CC=C2C=2C=C(C=CC2C1)C1(C2=CC=CC=C2C=2C=CC=CC12)C=1C=CC=2C=C(C3=CC=CC=C3C2C1)OCCO 9,9-bis[9-(2-hydroxyethoxy)-3-phenanthryl]fluorene 2-amino-4-oxo-5-(4-(trifluoromethyl)phenyl)-4,5-dihydrofuran-3-yl-5-d-(4-fluorophenyl)methanesulfonate